CO[Si](CCCCN(C(=O)SSSSC(N(C)CCCC[Si](OC)(OC)OC)=O)C)(OC)OC 3-trimethoxysilylpropyl-N,N-dimethylcarbamoyl tetrasulfide